C(C1=CC=CC=C1)OC(=O)C=1SC=C(C1)C1=CC(=CC(=C1)[C@@H](C)NC(C1=C(C=CC(=C1)C1CCN(CC1)C)C)=O)OC 4-[3-methoxy-5-[(1R)-1-[[2-methyl-5-(1-methyl-4-piperidinyl)benzoyl]amino]ethyl]phenyl]thiophene-2-carboxylic acid benzyl ester